(S)-2-((4-(2-(4-cyano-2-fluorophenyl)-4-fluoro-2H-chromen-8-yl)piperidin-1-yl)methyl)-3-((1-(fluoromethyl)cyclopropyl)methyl)-3H-imidazolo[4,5-b]pyridine-5-carboxylic acid C(#N)C1=CC(=C(C=C1)[C@H]1OC2=C(C=CC=C2C(=C1)F)C1CCN(CC1)CC1=NC=2C(=NC(=CC2)C(=O)O)N1CC1(CC1)CF)F